7'-benzyl 1-(tert-butyl) 2'-(2-ethoxyphenyl)-8'-oxo-6'H-spiro[piperidine-4,5'-[1,7]naphthyridine]-1,7'(8'H)-dicarboxylate C(C)OC1=C(C=CC=C1)C1=NC=2C(N(CC3(C2C=C1)CCN(CC3)C(=O)OC(C)(C)C)C(=O)OCC3=CC=CC=C3)=O